ClC1=C(C=C(OCC(=O)NC23CC(C2)(C3)NC(=O)C3=NC(=CC(=C3)C)C)C=C1)F N-{3-[2-(4-chloro-3-fluorophenoxy)acetamido]bicyclo[1.1.1]pentan-1-yl}-4,6-dimethylpyridine-2-carboxamide